bromo-2-(bromomethyl)-5-chlorobenzoic acid methyl ester COC(C1=C(C(=CC(=C1)Cl)Br)CBr)=O